N-(6-(4-isopropyl-4H-1,2,4-triazole-3-yl)pyridine-2-yl)-5-(pyrimidine-5-yl)-3,6-dihydropyridine-1(2H)-formamide C(C)(C)N1C(=NN=C1)C1=CC=CC(=N1)NC(=O)N1CCC=C(C1)C=1C=NC=NC1